BrCC1=C(C=CC(=C1)OC)OC 2-(bromomethyl)-1,4-dimethoxybenzene